ClC=1C=NC(=NC1)N1CCC(CC1)[C@@H]1[C@@H](C1)C=C 5-chloro-2-[4-[(1R,2S)-2-vinylcyclopropyl]-1-piperidinyl]pyrimidine